9,9-bismethoxymethyl-9H-xanthene COCC1(C2=CC=CC=C2OC=2C=CC=CC12)COC